[Si](C1=CC=CC=C1)(C1=CC=CC=C1)(C(C)(C)C)OC(C1=CC(=NC=C1)NN)C1CC1 [4-[[tert-butyl(diphenyl)silyl]oxy-cyclopropyl-methyl]-2-pyridyl]hydrazine